FC1=CC(=C(C(=O)N2CC3CCC(C2)N3C(=O)OC(C)(C)C)C=C1)C(F)(F)F tert-butyl 3-[4-fluoro-2-(trifluoromethyl)benzoyl]-3,8-diazabicyclo[3.2.1]octane-8-carboxylate